methyl 5-(3-cyclopropylphenoxy)-3-isopropoxy-pyridazine-4-carboxylate C1(CC1)C=1C=C(OC=2C(=C(N=NC2)OC(C)C)C(=O)OC)C=CC1